CCCCCCCC(CCC)N Undecan-8-amine